3-[3-bromo-5-[(tert-butylamino)methyl]pyrazolo[1,5-a]pyrimidin-2-yl]benzonitrile BrC=1C(=NN2C1N=C(C=C2)CNC(C)(C)C)C=2C=C(C#N)C=CC2